FC[C@H]1NCCOC1 (S)-3-(fluoromethyl)morpholine